(+)-(E)-1-((1R,2S)-2,6,6-trimethylcyclohex-3-en-1-yl)but-2-en-1-one C[C@@H]1[C@H](C(CC=C1)(C)C)C(\C=C\C)=O